N1=NN=C2C1=CC=C(C2)C(=O)O benzotriazole-5-carboxylic acid